2-[3-bromo-5-(1-bromoethyl)-1,2,4-triazol-1-yl]-5-(2,2-difluoroethoxy)pyrimidine BrC1=NN(C(=N1)C(C)Br)C1=NC=C(C=N1)OCC(F)F